C(CCC)C1(CS(C2=C(N(C1)C1=CC=CC=C1)C=C(C(=C2)OC)C#N)(=O)=O)CCCC 3,3-dibutyl-8-methoxy-5-phenyl-2,3,4,5-tetrahydro-1,5-benzothiazepine-7-carbonitrile 1,1-dioxide